C(#N)N([S@@](=O)(=N)C=1C=NN2C1OCC[C@H](C2)OC)C(NC2=C1CCCC1=CC=1CCCC21)=O (S,7R)-N-cyano-N-((1,2,3,5,6,7-hexahydro-s-indacen-4-yl)carbamoyl)-7-methoxy-5,6,7,8-tetrahydropyrazolo[5,1-b][1,3]oxazepine-3-sulfonimidamide